C(C)(C)OCCNC1=NN2C(C=N1)=C(C=C2)C=2C=C1C=CC=NC1=CC2 N-(2-isopropoxyethyl)-5-(quinolin-6-yl)pyrrolo[2,1-f][1,2,4]triazin-2-amine